N1(C=NC=C1)C=1N=C(C2=C(N1)C=CN2)C(=O)NC=2C=NC(=CC2)N2CCN(CC2)C 2-(1H-imidazol-1-yl)-N-(6-(4-methylpiperazin-1-yl)pyridin-3-yl)-5H-pyrrolo[3,2-d]pyrimidine-4-carboxamide